Cl[Si](O[Si](C)(C)C)(O[Si](C)(C)C)O[Si](C)(C)C chlorotris-(trimethylsilyloxy)-silane